ClC=1C=CC=2C(=NC(=CN2)[C@H]2CN(CCC2)C(=O)OC(C)(C)C)N1 tertbutyl (3R)-3-(6-chloropyrido[2,3-b]pyrazin-3-yl)piperidine-1-carboxylate